(S)-4-(3-(Dimethylamino)-3-(3-(trifluoromethyl)phenethyl)piperidin-1-yl)-2-methyl-N-(pyrimidin-4-yl)benzenesulfonamide formate C(=O)O.CN([C@@]1(CN(CCC1)C1=CC(=C(C=C1)S(=O)(=O)NC1=NC=NC=C1)C)CCC1=CC(=CC=C1)C(F)(F)F)C